C(C)(C)(C)C1=CC=C(C(=N1)NC1=C(C(=CC=C1)Cl)N(C)C)C(=O)O 6-tert-butyl-2-[[3-chloro-2-(dimethylamino)phenyl]amino]pyridine-3-carboxylic acid